N-(2,2-dimethyl-6-(4-(2-(methylthio)ethyl)piperazin-1-yl)-2,3-dihydrobenzofuran-5-yl)pyrazolo[1,5-a]pyrimidine-3-carboxamide CC1(OC2=C(C1)C=C(C(=C2)N2CCN(CC2)CCSC)NC(=O)C=2C=NN1C2N=CC=C1)C